C1=C(C=CC=2C3=CC=CC=C3NC12)CC(=O)NCC1=CC(=C(C=C1)OC)Cl 2-(9H-carbazol-2-yl)-N-(3-chloro-4-methoxybenzyl)acetamide